FC=1C=C(C=NC1OC1=CC=NC2=CC(=C(C=C12)C=1NC=CN1)OC)NC(=O)C1(CC1)C(=O)NC1=CC=C(C=C1)F 1-N'-[5-fluoro-6-[6-(1H-imidazol-2-yl)-7-methoxyquinolin-4-yl]oxypyridin-3-yl]-1-N-(4-fluorophenyl)cyclopropane-1,1-dicarboxamide